COC(=O)[C@@H]1N([C@H]2C=C[C@@H]1C2)[C@@H](C)C2=CC=CC=C2 (1R,3R,4S)-2-((S)-1-phenylethyl)-2-azabicyclo[2.2.1]Hept-5-ene-3-carboxylic acid methyl ester